OC1=CC(=CC2=CC(=CC=C12)NC1=CC=CC=C1)S(=O)(=O)O 4-hydroxy-7-(phenylamino)naphthalene-2-sulfonic acid